tert-butyl-3-(pyridin-4-yl)-2-[4-(trifluoromethyl)phenyl]-6,7-dihydropyrazolo[1,5-a]pyrazine C(C)(C)(C)C=1C=2N(CCN1)N=C(C2C2=CC=NC=C2)C2=CC=C(C=C2)C(F)(F)F